dioctyltin diisooctylmercaptoacetate C(CCCCC(C)C)S(CCCCCC(C)C)CC(=O)[O-].C(CCCCCCC)[Sn+2]CCCCCCCC.C(CCCCC(C)C)S(CCCCCC(C)C)CC(=O)[O-]